Cl.N[C@@H]1CN(CC[C@H]1F)C1=NC2=C(N1[C@H](C)C1=NC=C(C#N)C=C1)C=CC=C2 6-((R)-1-(2-((3R,4R)-3-amino-4-fluoropiperidin-1-yl)-1H-benzo[d]imidazol-1-yl)ethyl)nicotinonitrile hydrochloride